(2R)-2-Amino-N-[3-methyl-4-(1H-pyrrolo[2,3-b]pyridin-4-yl)phenyl]-3-phenyl-propanamide N[C@@H](C(=O)NC1=CC(=C(C=C1)C1=C2C(=NC=C1)NC=C2)C)CC2=CC=CC=C2